1-(2,2-diethoxyethyl)-1H-imidazol-2-amine C(C)OC(CN1C(=NC=C1)N)OCC